CC1=C(OCC(=O)OCC)C=CC(=C1)SCN1N=CN(C1=O)C1=C(C=CC=C1)C(F)(F)F Ethyl 2-(2-methyl-4-(((5-oxo-4-(2-(trifluoromethyl)phenyl)-4,5-dihydro-1H-1,2,4-triazol-1-yl)methyl)thio)-phenoxy)acetate